COC(NC=1SC(=C(N1)C)S(=O)(=O)N1CCN(CC1)C[C@H](C)NC=1C2=C(N=C(N1)CC)C(=CS2)C)=O Methyl-N-[5-({4-[(2S)-2-({2-ethyl-7-methylthieno[3,2-d]pyrimidin-4-yl} amino)propyl]piperazin-1-yl} sulfonyl)-4-methyl-1,3-thiazol-2-yl]carbamat